C(CCCCCCC\C=C/CCCCCCCC)(=O)O.CCCCCC n-hexane oleate